1,3,5-benzenetricarboxylic hydrazide C1(=CC(=CC(=C1)C(=O)O)C(=O)O)C(=O)NN